C(C)(=O)C=1C(OC2=C(C1N1CCOCC1)C=CC(=C2)NC2=NC=CC(=N2)C=2C=CC1=C(N(N=N1)C(C)C)C2)=O 3-acetyl-7-((4-(1-isopropyl-1H-benzo[d][1,2,3]triazol-6-yl)pyrimidin-2-yl)amino)-4-morpholinyl-2H-benzopyran-2-one